S(=O)(=O)(O)CCCN1C(C(C=2C3=C(C=CC12)C=CC=C3)(C)C)C=CC=3C=NC1=CC=CC=C1C3 3-(3-sulfopropyl)-1,1-dimethyl-2-(2-(quinoline-3-yl)vinyl)-1H-benzo[e]indole